azepan-1-yl(2-methyl-5-nitrophenyl)methanone N1(CCCCCC1)C(=O)C1=C(C=CC(=C1)[N+](=O)[O-])C